BrC(C(=O)N(C)C)C bromo-N,N-dimethyl-propionamide